4-(4-((1-(4-((S)-2-(3-Chloro-4-cyanophenyl)-3-methyl-2,8-diazaspiro[4.5]decan-8-yl)benzoyl)piperidin-4-yl)methyl)piperazin-1-yl)-N-(2,6-dioxopiperidin-3-yl)benzamide ClC=1C=C(C=CC1C#N)N1CC2(C[C@@H]1C)CCN(CC2)C2=CC=C(C(=O)N1CCC(CC1)CN1CCN(CC1)C1=CC=C(C(=O)NC3C(NC(CC3)=O)=O)C=C1)C=C2